(2R)-2-[1-oxo-6-(4,4,5,5-tetramethyl-1,3,2-dioxaborolan-2-yl)-2,3-dihydro-1H-isoindol-2-yl]propionic acid tert-butyl ester C(C)(C)(C)OC([C@@H](C)N1C(C2=CC(=CC=C2C1)B1OC(C(O1)(C)C)(C)C)=O)=O